((S)-1-oxo-3-((S)-2-oxopyrrolidin-3-yl)propan-2-yl)octahydrocyclopenta[c]pyrrole-1-carboxamide O=C[C@@H](C[C@@H]1C(NCC1)=O)C1(NCC2C1CCC2)C(=O)N